5-(2-chloro-5-(isobutyrylaminomethyl)benzoylamino)-1-(2,2,2-trifluoroethyl)-N-(3-(trifluoromethoxy)phenyl)-1H-indole-2-carboxamide ClC1=C(C(=O)NC=2C=C3C=C(N(C3=CC2)CC(F)(F)F)C(=O)NC2=CC(=CC=C2)OC(F)(F)F)C=C(C=C1)CNC(C(C)C)=O